N=C(NC(NC1=NC=CC=C1)=S)C1=NC=C(C=C1)OC(C)C 2-(3-(imino(5-isopropoxypyridin-2-yl)methyl)thioureido)pyridin